ClC=1C=CC(=C(C1)B(O)O)F 5-chloro-2-fluorophenylboronic acid